Cl\C(=C/[O-])\C(=O)OCC.[K+] potassium (Z)-2-chloro-3-ethoxy-3-oxo-prop-1-en-1-olate